1,3-bis(2-phenyl-1,10-phenanthroline-9-yl)benzene C1(=CC=CC=C1)C1=NC2=C3N=C(C=CC3=CC=C2C=C1)C1=CC(=CC=C1)C=1C=CC2=CC=C3C=CC(=NC3=C2N1)C1=CC=CC=C1